C(C)(C)(C)OC(=O)N1CC(C1)C1=CC(=C(CN2CCC(CC2)(C(=O)OC)C)C(=C1)C)C methyl 1-(4-(1-(tert-butoxycarbonyl)azetidin-3-yl)-2,6-dimethylbenzyl)-4-methylpiperidine-4-carboxylate